C(\C=C/CCCCCCC)=O 3Z-decenal